ClC=1C=C(C=CC1Cl)NC(=O)[C@H]1[C@H]2CC[C@@H]([C@@H]1C=1C=NNC1)O2 (1R,2R,3S,4S)-N-(3,4-dichlorophenyl)-3-(1H-pyrazol-4-yl)-7-oxabicyclo[2.2.1]heptane-2-carboxamide